N-((S)-4-((3-chloro-4-fluorophenyl)carbamoyl)-7-fluoro-2,3-dihydro-1H-inden-1-yl)carbamic acid O-(R)-tetrahydrofuran-3-yl ester O1CC(CC1)OC(N[C@H]1CCC2=C(C=CC(=C12)F)C(NC1=CC(=C(C=C1)F)Cl)=O)=O